aminoethylaminoisobutyl-methyldimethoxysilane NCCNCO[Si](OC)(C)CC(C)C